C1(=C(OC)C=C(CC=C)C=C1)C(=O)O.C(=O)O.C=1(C(O)=CC=C(CC=C)C1)OC eugenol formate (eugenyl-formate)